CN(C=1N=C2N(C=C(C=C2OC)C=2C=C3C(=NC(=NC3=CC2)C)N[C@H](C)C=2C=C(C=CC2)C)C1)C (R)-6-(2-(dimethylamino)-8-methoxyimidazo[1,2-a]pyridin-6-yl)-2-methyl-N-(1-(m-tolyl)ethyl)quinazolin-4-amine